1-(((5-(1,3-dioxolan-2-yl)-6,7-difluorobenzo[d]isoxazol-3-yl)amino)methyl)cyclopentanol O1C(OCC1)C=1C(=C(C2=C(C(=NO2)NCC2(CCCC2)O)C1)F)F